(3-bromo-4-chloro-2-methoxy-9-methyl-5,6,7,9-tetrahydro-8H-pyrrolo[3,2-b:4,5-c']dipyridin-8-yl)(5-methoxypyrimidin-2-yl)methanone BrC=1C(=C2C(=NC1OC)C=1C(N(CCC1N2)C(=O)C2=NC=C(C=N2)OC)C)Cl